C(C)(C)(C)OC(=O)N1CCC(CC1)NC1=NC=C(C=N1)C 4-((5-methylpyrimidin-2-yl)amino)piperidine-1-carboxylic acid tert-butyl ester